Potassium montanate C(CCCCCCCCCCCCCCCCCCCCCCCCCCC)(=O)[O-].[K+]